NC=1C=NN(C1)C[C@H](C)O (2S)-1-(4-aminopyrazol-1-yl)propan-2-ol